N-(4-{3-[(4-methyl-1,2,4-triazol-3-yl)methyl]oxetan-3-yl}-6-(6-{[(3S)-3-methylpiperidin-1-yl]methyl}-1-oxo-4-(trifluoromethyl)-3H-isoindol-2-yl)pyridin-2-yl)-2-(methylamino)acetamide CN1C(=NN=C1)CC1(COC1)C1=CC(=NC(=C1)N1C(C2=CC(=CC(=C2C1)C(F)(F)F)CN1C[C@H](CCC1)C)=O)NC(CNC)=O